ClC=1C=C2C3=C(NC2=CC1)[C@H](N(CC3)C3=NC(=CC(=N3)C)C)C=C(C)C (1R)-6-chloro-2-(4,6-dimethylpyrimidin-2-yl)-1-(2-methylprop-1-en-1-yl)-2,3,4,9-tetrahydro-1H-pyrido[3,4-b]indole